nitryl-sulphur [N+](=O)([O-])[S]